FC1(CCC2(CC(NC2)C(=O)N)CC1)F 8,8-difluoro-2-azaspiro[4.5]decane-3-carboxamide